3-Amino-5-benzyloxy-8-chloro-4-(7-fluoro-1H-indazol-4-yl)-1H-1,7-naphthyridin-2-one NC=1C(NC2=C(N=CC(=C2C1C1=C2C=NNC2=C(C=C1)F)OCC1=CC=CC=C1)Cl)=O